(R)-2-butoxy-7-(3-methyl-4-(3-methylpiperazin-1-yl)benzyl)imidazo[2,1-f][1,2,4]triazin-4-amine C(CCC)OC1=NN2C(C(=N1)N)=NC=C2CC2=CC(=C(C=C2)N2C[C@H](NCC2)C)C